3'-(N-(5-((4-fluorophenyl)thio)-1H-indole-2-carbonyl)sulfamoyl)-[1,1'-biphenyl]-3-carboxylic acid ethyl ester C(C)OC(=O)C=1C=C(C=CC1)C1=CC(=CC=C1)S(NC(=O)C=1NC2=CC=C(C=C2C1)SC1=CC=C(C=C1)F)(=O)=O